2-amino-5-{7-methanesulfonamido-1-oxo-2-[(2S)-1,1,1-trifluorobut-2-yl]-2,3-dihydro-1H-isoindol-5-yl}-N-(3-methyloxetan-3-yl)pyrazolo[1,5-a]pyrimidine-3-carboxamide NC1=NN2C(N=C(C=C2)C=2C=C3CN(C(C3=C(C2)NS(=O)(=O)C)=O)[C@H](C(F)(F)F)CC)=C1C(=O)NC1(COC1)C